C(C)(C)(C)N1N=CC(=C1F)NC(C1=CC(=C(C=C1)C)C=1C=C(C=2N(C1)C=CN2)N2CCOCC2)=O N-(1-(Tert-butyl)-5-fluoro-1H-pyrazol-4-yl)-4-methyl-3-(8-morpholinoimidazo[1,2-a]pyridin-6-yl)benzamide